methyl 4,4-dimethyl-6-heptenoate CC(CCC(=O)OC)(CC=C)C